methacryl-histidine methyl ester COC([C@@H](NC(=O)C(=C)C)CC1=CNC=N1)=O